[O-]CC.C(C)[Al+]CC diethylaluminum ethoxide